CC=1N=C2C=3C=C(NC3N=C(N2N1)C=1OC(=CC1)C)C(C)(C)O 2-[4-methyl-7-(5-methylfuran-2-yl)-3,5,6,8,10-pentazatricyclo[7.3.0.02,6]dodeca-1(9),2,4,7,11-pentaen-11-yl]propan-2-ol